ClC=1C=C(C=CC1OCC1CC1)C1=CC(=CN=N1)C(=O)NCC=1C(=NC=CC1C)N1CCOCC1 6-[3-chloro-4-(cyclopropylmethoxy)phenyl]-N-[(4-methyl-2-morpholino-3-pyridyl)methyl]pyridazine-4-carboxamide